C(#N)C=1C(=NC(=CC1C(F)(F)F)C(F)(F)F)N1N=C(C=C1)C(=O)O 1-(3-cyano-4,6-bis(trifluoromethyl)pyridin-2-yl)-1H-pyrazole-3-carboxylic acid